Methyl (2R,3S,3aR,6aR)-3-amino-2-((((1s,4S)-4-phenylcyclohexyl)oxy)methyl)-hexahydrocyclopenta[b]pyrrole-1(2H)-carboxylate N[C@H]1[C@@H]2[C@H](N([C@H]1COC1CCC(CC1)C1=CC=CC=C1)C(=O)OC)CCC2